COC(CCC=1C=C(C=CCCCC2=C(C(=O)O)C=CC=C2)C=CC1)C [3-(3-methoxybutyl)benzylidenebutyl]benzoic acid